(R)-1'-(5-Amino-1-(tert-butyl)-1H-pyrazole-4-carbonyl)-6-chloro-5-fluorospiro[benzo[d][1,3]oxazine-4,3'-piperidin]-2(1H)-one NC1=C(C=NN1C(C)(C)C)C(=O)N1C[C@@]2(CCC1)C1=C(NC(O2)=O)C=CC(=C1F)Cl